5-benzyloxyindole-3-acetic acid C(C1=CC=CC=C1)OC=1C=C2C(=CNC2=CC1)CC(=O)O